4,4-difluoro-5-((tetrahydro-2H-pyran-2-yl)oxy)pentan-1-ol FC(CCCO)(COC1OCCCC1)F